N[C@H]1CS(C2=C(N(C1=O)CC1=CC=C(C=C1)C1=NOC(=N1)C(F)(F)F)C=C(C(=C2)F)C=2C=C(C=NC2)C(C#N)(C)C)(=O)=O 2-[5-[(3R)-3-amino-8-fluoro-1,1,4-triketo-5-[4-[5-(trifluoromethyl)-1,2,4-oxadiazol-3-yl]benzyl]-2,3-dihydro-1λ6,5-benzothiazepin-7-yl]-3-pyridyl]-2-methyl-propionitrile